ClC1=C(C=CC(=C1)S(=O)(=O)C)C1COCCCN1C1=NC(=NC(=C1)C)N 4-[3-(2-chloro-4-methyl-sulfonyl-phenyl)-1,4-oxazepan-4-yl]-6-methyl-pyrimidin-2-amine